5-hydroxy-2-phenyl-7-(pyridin-4-yl)-4H-chromen-4-one OC1=C2C(C=C(OC2=CC(=C1)C1=CC=NC=C1)C1=CC=CC=C1)=O